((((2,2'-dimethyl-[1,1'-biphenyl]-3,3'-diyl)bis(oxy))bis(propane-3,1-diyl))bis(piperazine-4,1-diyl))bis(ethan-1-ol) CC1=C(C=CC=C1OCCCN1CCN(CC1)CCO)C1=C(C(=CC=C1)OCCCN1CCN(CC1)CCO)C